ethoxy([4-([[7-(methylcarbamoyl)-5H-pyrrolo[3,2-d]pyrimidin-4-yl]amino]methyl)phenyl]methyl)phosphinic acid C(C)OP(O)(=O)CC1=CC=C(C=C1)CNC=1C2=C(N=CN1)C(=CN2)C(NC)=O